perfluoro allyl phosphate P(=O)(OF)(OCC=C)[O-]